C1(=CC=CC=2OC3=C(C21)C=CC=C3)C3=C2C(=CC=C3)N=C3C=CC1=C4C=CC=CC4=NC1=C32 (Dibenzofuranyl)indolocarbazole